(R)-(4-(2,5-dimethyl-1H-pyrrol-1-yl)-6-(3-methylmorpholino)pyridazin-3-yl)methanamine CC=1N(C(=CC1)C)C1=C(N=NC(=C1)N1[C@@H](COCC1)C)CN